benzyl 4-(1-(6-(4-(4-methyl-1-(oxetan-3-yl)-1H-pyrazol-5-yl)piperidin-1-yl)-2-(trifluoromethyl)pyrimidin-4-yl)-6-oxa-1-azaspiro[3.3]heptan-3-yl)piperazine-1-carboxylate CC=1C=NN(C1C1CCN(CC1)C1=CC(=NC(=N1)C(F)(F)F)N1CC(C12COC2)N2CCN(CC2)C(=O)OCC2=CC=CC=C2)C2COC2